COC1=C2C(=NC=C1)NC(=C2)C 4-Methoxy-2-methyl-1H-pyrrolo[2,3-b]pyridin